3-bromo-5,6-dimethylpyrazine-2-carboxylic acid methyl ester COC(=O)C1=NC(=C(N=C1Br)C)C